N1(N=NN=C1)C[C@H](C)OC=1C=C(C=CC1Cl)C=1C=NC(=NC1)NC=1C(=NN(C1)C1CCC(CC1)N1CCOCC1)OCCCC=1SC=CN1 5-(3-(((S)-1-(1H-tetrazol-1-yl)propan-2-yl)oxy)-4-chlorophenyl)-N-(1-((1r,4r)-4-morpholinocyclohexyl)-3-(3-(thiazol-2-yl)propoxy)-1H-pyrazol-4-yl)pyrimidin-2-amine